3-(((E)-(9-butyl-beta-carbolin-3-yl)methylene)hydrazino)indol-2-one C(CCC)N1C2=CC=CC=C2C=2C=C(N=CC12)\C=N\NC=1C(N=C2C=CC=CC12)=O